ethyl 2-(6-(4-methoxybenzyl)-3-methyl-5-oxo-3,4,5,6-tetrahydropyrido[2,3-d]pyridazin-1-yl)acetate COC1=CC=C(CN2N=CC3=C(C2=O)CC(CN3CC(=O)OCC)C)C=C1